FC1=C(C(=CC(=C1)N1CCNCC1)O)N1CC(NS1(=O)=O)=O 5-(2-fluoro-6-hydroxy-4-(piperazin-1-yl)phenyl)-1,2,5-thiadiazolidin-3-one 1,1-dioxide